Methyl 2-methyl-3-oxo-2-azaspiro[4.5]decane-8-carboxylate CN1CC2(CC1=O)CCC(CC2)C(=O)OC